6-butyl-1-{2-[(2R,5R)-2-{[(3R,5R)-3,5-dimethylmorpholin-4-yl]methyl}-5-methylpiperazin-1-yl]acetyl}-3,3-dimethyl-1H,2H,3H,4H,5H-pyrrolo[3,2-b]pyridin-5-one dihydrochloride Cl.Cl.C(CCC)C1=CC2=C(NC1=O)C(CN2C(CN2[C@H](CN[C@@H](C2)C)CN2[C@@H](COC[C@H]2C)C)=O)(C)C